(R)-4-(2-(Ethoxymethoxy)-4-(propyn-1-yl)phenyl)-N-(piperidin-3-yl)phthalazine-1-Amine C(C)OCOC1=C(C=CC(=C1)C#CC)C1=NN=C(C2=CC=CC=C12)N[C@H]1CNCCC1